(+)-2-Methyl-6-(2-methyl-5,6,7,8-tetrahydronaphthalen-1-yl)phenyl 4-methylbenzenesulfonate CC1=CC=C(C=C1)S(=O)(=O)OC1=C(C=CC=C1C1=C(C=CC=2CCCCC12)C)C